(4-cyclopentylphenyl)methanol C1(CCCC1)C1=CC=C(C=C1)CO